FC(C(C1=CC=CC=C1)N(C(=O)OC[C@@H]1[C@H]([C@H]([C@@](O1)(N1C(=O)N=C(N)C=C1)C)O)O)[C@H](C(N[C@H](C=O)C[C@H]1C(NCC1)=O)=O)CC1CCCCC1)(C1=CC(=CC=C1)F)F (methyl)cytidine 2,2-difluoro-2-(3-fluorophenyl)-1-phenylethyl-((S)-3-cyclohexyl-1-oxo-1-(((S)-1-oxo-3-((S)-2-oxopyrrolidin-3-yl)propan-2-yl)amino)propan-2-yl)carbamate